2-(2,5-dichlorophenyl)-N-[1-(2-methylpropyl)-5-oxopyrrolidin-3-yl]acetamid ClC1=C(C=C(C=C1)Cl)CC(=O)NC1CN(C(C1)=O)CC(C)C